C(C)C12CC(CN2C(C2=C1SC(=C2)C2=NC(=NC=C2C(F)(F)F)NC2CCN(CC2)S(=O)(=O)C)=O)O 8a-Ethyl-7-hydroxy-2-(2-((1-(methylsulfonyl)piperidin-4-yl)amino)-5-(trifluoromethyl)pyrimidin-4-yl)-6,7,8,8a-tetrahydro-4H-thieno[2,3-a]pyrrolizin-4-one